ClC1=CC(=C(C=N1)C(C)=O)O 1-(6-chloro-4-hydroxypyridin-3-yl)ethanone